6-(4-(2-fluoro-5-((7-hydroxy-4-oxo-3,4-dihydrophthalazin-1-yl)methyl)benzoyl)piperazin-1-yl)nicotinonitrile FC1=C(C(=O)N2CCN(CC2)C2=NC=C(C#N)C=C2)C=C(C=C1)CC1=NNC(C2=CC=C(C=C12)O)=O